((3aR,7aS)-octahydropyrano[3,4-c]pyrrol-7-yl)acetic acid ethyl ester C(C)OC(CC1COC[C@H]2CNC[C@H]21)=O